4,5-dichloro-4,5-difluoro-2-trifluoromethyl-2-pentafluoroethyl-1,3-dioxolane ClC1(OC(OC1(F)Cl)(C(C(F)(F)F)(F)F)C(F)(F)F)F